FC1=CC=C(OCC=2N=C3N(C=C(C=N3)C=3C=NC=C(C3)OC)C2)C=C1 2-[(4-fluorophenoxy)methyl]-6-(5-methoxy-3-pyridyl)imidazo[1,2-a]pyrimidine